BrCC=1C(=C(C=CC1)C1=C(C=CC=C1)C)C 3-(bromomethyl)-2,2'-dimethyl-1,1'-biphenyl